O1CCN(CC1)CC1=CC=C(C=C1)NC=1N=CC2=C(N1)C(=CS2)C2=CCN(CC2)C(=O)OC(C)(C)C tert-butyl 4-(2-(4-(morpholinomethyl)phenylamino)thieno[3,2-d]pyrimidin-7-yl)-5,6-dihydropyridine-1(2H)-carboxylate